4-(4,4,5,5-tetramethyl-1,3,2-dioxaborolan-2-yl)-2-(2,2,2-trifluoroethyl)triazole CC1(OB(OC1(C)C)C1=NN(N=C1)CC(F)(F)F)C